O=C1C2=CC=CC=C2C=2C=CC=CC2P1 9,10-dihydro-9-oxo-10-phosphaphenanthrene